Cl.Cl.C1(=CC=CC=C1)COC(=O)C=1C=2C=C(C=NC2C=CC1OC[C@@H](CC1=CC=CC=C1)N)F (R)-6-(2-amino-3-phenylpropoxy)-3-fluoroquinoline-5-carboxylic acid phenylmethyl ester dihydrochloride